((2-isopropyl-1,2,3,4-tetrahydroisoquinolin-7-yl)(isopropyl)amino)-1-methylpyridin-2(1H)-one C(C)(C)N1CC2=CC(=CC=C2CC1)N(C(C)C)C=1C(N(C=CC1)C)=O